(2Z)-2-[[2-fluoro-5-(trifluoromethyl)phenyl]thio]-2-[3-(2-methoxyphenyl)-2-thiazolidinyl]acetonitrile FC1=C(C=C(C=C1)C(F)(F)F)SC(C#N)C1SCCN1C1=C(C=CC=C1)OC